7-methoxy-2-methyl-2,3-dihydro-1H-isoindol-1-one COC=1C=CC=C2CN(C(C12)=O)C